N-[(1R,5S)-8-benzyl-4-(trifluoromethyl)-8-azabicyclo[3.2.1]octan-2-yl]-1-(4-chlorophenyl)cyclopropane-1-carboxamide C(C1=CC=CC=C1)N1[C@H]2C(CC([C@@H]1CC2)C(F)(F)F)NC(=O)C2(CC2)C2=CC=C(C=C2)Cl